C(C)(C)(C)OC(=O)O[C@@H]1[C@H]([C@H](N(C1)C(=O)OC(C)(C)C)CC1=CC=C(C=C1)OC)OC(CCN1C(CNC(C1)=O)=O)=O tert-butyl (2R,3S,4S)-4-[(tert-butoxycarbonyl) oxy]-3-{[3-(2,5-dioxopiperazin-1-yl)propanoyl]oxy}-2-[(4-methoxyphenyl)methyl]pyrrolidine-1-carboxylate